C1(=CC=CC=C1)N=NC1=CC=C(OCCCCCCCCCCCCOC(C=C)=O)C=C1 12-(4-(phenyldiazenyl) phenoxy)-dodecyl-acrylate